1-(benzyloxy)-4-(((4-fluorophenyl)sulfonyl)methyl)benzene C(C1=CC=CC=C1)OC1=CC=C(C=C1)CS(=O)(=O)C1=CC=C(C=C1)F